BrC1=C(C2=CC=CC=C2C=C1)B(O)O 2-bromo-1-naphthaleneboronic acid